4-amino-1-[(2R,3S,4R,5R)-5-(azidomethyl)-3-fluoro-4-[(4-methoxyphenyl)diphenylmethoxy]-5-{[(4-methoxyphenyl)diphenylmethoxy]methyl}oxolan-2-yl]-5-fluoropyrimidin-2-one NC1=NC(N(C=C1F)[C@@H]1O[C@@]([C@H]([C@@H]1F)OC(C1=CC=CC=C1)(C1=CC=CC=C1)C1=CC=C(C=C1)OC)(COC(C1=CC=CC=C1)(C1=CC=CC=C1)C1=CC=C(C=C1)OC)CN=[N+]=[N-])=O